C1(CC1)C1=CC(=NO1)C1=CNC=2N=CN=C(C21)N 5-(5-Cyclopropylisoxazol-3-yl)-7H-pyrrolo[2,3-d]Pyrimidin-4-amine